C1(=CC=CC=C1)S(=O)(=O)OC1=CC=C(C=C1)C para-tolyl phenylsulfonate